N-[(2R)-1,4-dioxan-2-ylmethyl]-8-methyl-2-(pyrimidin-2-ylmethyl)-4,5-dihydro-2H-furo[2,3-g]indazole-7-carboxamide O1[C@@H](COCC1)CNC(=O)C1=C(C2=C(CCC3=CN(N=C23)CC2=NC=CC=N2)O1)C